tetra-n-butyl-tin C(CCC)[Sn](CCCC)(CCCC)CCCC